2-[1-(2,3-difluorophenyl)-1-methyl-ethyl]-6-(1-tetrahydropyran-2-ylindazol-6-yl)-1,3,5-triazine-2,4-diamine FC1=C(C=CC=C1F)C(C)(C)C1(NC(=NC(=N1)N)C1=CC=C2C=NN(C2=C1)C1OCCCC1)N